(S)-phenyl-(4-(trifluoromethyl)phenyl)phosphine oxide C1(=CC=CC=C1)P(C1=CC=C(C=C1)C(F)(F)F)=O